CC1=CC2=C(C=C1)C(=O)C(=C(C2=O)C)C 2,3,6-trimethylnaphthoquinone